CN(C(=O)C=1SC=CC1)C N,N-dimethylthiophene-2-carboxamide